[I-].[I-].C12C(C3CC(CC(C1)C3)C2)=C(C2=CC=C(C=C2)OCCCCCC[N+](CCO)(CCO)C)C2=CC=C(C=C2)OCCCCCC[N+](C)(CCO)CCO 6,6'-(((((5r,7r)-adamantan-2-ylidene)methylene)bis(4,1-phenylene))bis(oxy))bis(N,N-bis(2-hydroxyethyl)-N-methylhexan-1-aminium) diiodide